3-Hydroxyoctane OC(CC)CCCCC